tert-butyl N-[6-(3-cyano-1-hydroxycyclobutyl)thiazolo[4,5-b]pyrazin-2-yl]carbamate C(#N)C1CC(C1)(O)C=1N=C2C(=NC1)N=C(S2)NC(OC(C)(C)C)=O